N-(3-(((4-(2-((6-(pyridazin-4-yl)-1H-indazol-4-yl)oxy)ethoxy)butyl)amino)methyl)-5-(trifluoromethoxy)phenyl)-1H-pyrazol-5-amine N1=NC=C(C=C1)C1=CC(=C2C=NNC2=C1)OCCOCCCCNCC=1C=C(C=C(C1)OC(F)(F)F)NC1=CC=NN1